C(#N)C1=CC(=NC=C1)N1C=C(C2=C1N=CN=C2N2CCN([C@@H]1C[C@H]21)C(=O)OC(C)(C)C)C2CC2 tert-butyl (1R,6S)-5-(7-(4-cyanopyridin-2-yl)-5-cyclopropyl-7H-pyrrolo[2,3-d]pyrimidin-4-yl)-2,5-diazabicyclo[4.1.0]heptane-2-carboxylate